[Br-].CN(C=1C=C(C=2[C@@H](C3=C(C=CC=C3N(C2C1)C1=CC=CC=C1)OC)C1=CC=CC2=CC=CC=C12)OC)C |r| (±)-3-(dimethylamino)-1,8-dimethoxy-9-(naphthalen-1-yl)-10-phenylacridine Bromide salt